CN1N=NC(=C1NC(O[C@H](C)C=1C(=NC=CC1)Cl)=O)C1=NC=C(C=C1)NC(=O)C1CN(C1)CC(F)(F)F (R)-1-(2-chloropyridin-3-yl)ethyl (1-methyl-4-(5-(1-(2,2,2-trifluoroethyl)azetidine-3-carboxamido)pyridin-2-yl)-1H-1,2,3-triazol-5-yl)carbamate